((tetrahydro-2H-pyran-4-yl)methyl)thieno[3,2-b]pyridine-5,7-diamine O1CCC(CC1)CC1=CC2=NC(=CC(=C2S1)N)N